2-((S)-4-(5-(3-chloro-2-(trifluoromethyl)phenyl)-8-(((S)-1-methylpyrrolidin-2-yl)methoxy)-3,4-dihydro-2H-pyrano[2,3-f]quinazolin-10-yl)-1-(2-fluoroacryloyl)piperazin-2-yl)acetonitrile ClC=1C(=C(C=CC1)C1=C2C(=C3C(=NC(=NC3=C1)OC[C@H]1N(CCC1)C)N1C[C@@H](N(CC1)C(C(=C)F)=O)CC#N)OCCC2)C(F)(F)F